Tertiary butyl-methoxydibenzoyl-methane C(C)(C)(C)C(C(C1=CC=CC=C1)=O)(C(C1=CC=CC=C1)=O)OC